N-(4-bromopyridin-2-yl)-2-methyl-2,8-diazaspiro[4.5]decane-8-carboxamide BrC1=CC(=NC=C1)NC(=O)N1CCC2(CCN(C2)C)CC1